4-(2-hydroxy-2-methylpropanoyl)alpha-methylstyrene ethyl-3-((3-(2-((tert-butoxycarbonyl)amino)pyridin-4-yl)thieno[3,2-b]pyridin-5-yl)amino)-1-methyl-1H-pyrazole-4-carboxylate C(C)OC(=O)C=1C(=NN(C1)C)NC1=CC=C2C(=N1)C(=CS2)C2=CC(=NC=C2)NC(=O)OC(C)(C)C.OC(C(=O)C2=CC=C(C(=C)C)C=C2)(C)C